CN1N=C(C=C1)[C@H](C)OC=1C(=NC=C(C1)B1OC(C(O1)(C)C)(C)C)N 3-[(1S)-1-(1-methyl-1H-pyrazol-3-yl)ethoxy]-5-(4,4,5,5-tetramethyl-1,3,2-dioxaborolan-2-yl)pyridin-2-amine